OC(CCC)OC(CCCCCO)=O α-hydroxybutyl-ε-hydroxycaproate